5-[1-[[4-[5-(Difluoromethyl)-1,3,4-oxadiazol-2-yl]phenyl]methyl]pyrazol-4-yl]-1-methylbenzimidazol-2-amine FC(C1=NN=C(O1)C1=CC=C(C=C1)CN1N=CC(=C1)C1=CC2=C(N(C(=N2)N)C)C=C1)F